2-(2-phenyl-4-aminophenyl)-4-aminobenzoate C1(=CC=CC=C1)C1=C(C=CC(=C1)N)C1=C(C(=O)[O-])C=CC(=C1)N